CS(=O)(=O)C=1C=CC=C2C(=CNC12)C1=NC(=NC=C1C(F)(F)F)N[C@@H]1CN(C[C@@H](C1)OCC1CCN(CC1)C(C=C)=O)C(=O)OC(C)(C)C tert-butyl (3S,5R)-3-[[4-(7-methylsulfonyl-1H-indol-3-yl)-5-(trifluoromethyl) pyrimidin-2-yl]amino]-5-[(1-prop-2-enoyl-4-piperidyl)methoxy]piperidine-1-carboxylate